2-(3-((R)-(4-methyl-4H-1,2,4-triazol-3-yl)(oxetan-3-yl)methyl)phenyl)-6-((S)-1-((1-methylcyclobutyl)amino)ethyl)-4-(trifluoromethyl)isoindolin-1-one CN1C(=NN=C1)[C@@H](C=1C=C(C=CC1)N1C(C2=CC(=CC(=C2C1)C(F)(F)F)[C@H](C)NC1(CCC1)C)=O)C1COC1